C[C@@]12C(C[C@H](C1C1CCC=3C=CC=CC3C1CC2)CCC(=O)NC2=NC=CN=C2)=O 3-((13S,15R)-13-methyl-17-oxo-7,8,9,11,12,13,14,15,16,17-decahydro-6H-cyclopenta[a]phenanthren-15-yl)-N-(pyrazin-2-yl)propanamide